3-bromo-6-(fluoromethyl-d2)-2-(5-fluoropyridin-2-yl)-6-(methyl-d3)-4,5,6,7-tetrahydropyrazolo[1,5-a]pyridine BrC=1C(=NN2C1CCC(C2)(C([2H])([2H])[2H])C([2H])([2H])F)C2=NC=C(C=C2)F